3,5-dinitrobenzyl (1R,2S)-2-aminocyclohexane-1-carboxylate N[C@@H]1[C@@H](CCCC1)C(=O)OCC1=CC(=CC(=C1)[N+](=O)[O-])[N+](=O)[O-]